FC=1C=CC=2N(C3=CC=C(C=C3C2C1)F)C[C@H](CN1C(CC[C@H](C1)C)=O)O (R)-1-((R)-3-(3,6-difluoro-9H-carbazol-9-yl)-2-hydroxypropyl)-5-methylpiperidin-2-one